OC(CCC1=CC=CC=C1)CCO 3,5-dihydroxy-pentylbenzene